C(C)(C)(C)OC(C[C@@H](C(C)=O)C)=O (3S)-3-methyl-4-oxopentanoic acid tert-butyl ester